ClC=1C=C(C=CC1F)NC1=NC=NC2=CC(=C(C=C12)O[C@@H]1CC[C@@H](CC1)NC(=O)N1CCOCC1)OC 4-[(3-chloro-4-fluoro-phenyl)amino]-6-{cis-4-[(morpholin-4-yl)carbonylamino]-cyclohex-1-yloxy}-7-methoxy-quinazoline